(2R,3R,11bR)-9,10-dimethoxy-3-(2-methylpropyl)-7-oxo-1H,2H,3H,4H,6H,7H,11bH-pyrido[2,1-a]isoquinolin-2-yl (2S)-2-amino-3-methylbutanoate N[C@H](C(=O)O[C@@H]1C[C@H]2N(CC(C3=CC(=C(C=C23)OC)OC)=O)C[C@H]1CC(C)C)C(C)C